NC=1C(=NC(=NC1C1=C(C=CC(=C1)O)C)C1CCC(CC1)(F)F)C(=O)N 5-amino-2-(4,4-difluorocyclohexyl)-6-(5-hydroxy-2-methylphenyl)pyrimidine-4-carboxamide